3-chloro-5-(1-methyl-1H-pyrazol-4-yl)isoquinoline ClC=1N=CC2=CC=CC(=C2C1)C=1C=NN(C1)C